FC1=C(C=C(C=C1)C1=NN=C(O1)C(=O)OC)O methyl 5-(4-fluoro-3-hydroxyphenyl)-1,3,4-oxadiazole-2-carboxylate